(2-amino-8-fluoro-[1,2,4]triazolo[1,5-a]pyridin-7-yl)boronic acid NC1=NN2C(C(=C(C=C2)B(O)O)F)=N1